2,3-dihydro-7H-[1,4]oxazino[2,3,4-ij]quinolin-7-one (2-octylcyclopropyl)methyl-6-(2-(dimethylamino)-3-((5-methoxy-5-oxopentyl)oxy)propoxy)hexanoate C(CCCCCCC)C1C(C1)COC(CCCCCOCC(COCCCCC(=O)OC)N(C)C)=O.O1CCN2C=CC(C3=CC=CC1=C23)=O